[Br-].N1(CCCCC1)[PH+](N(CC)CC)N1CCCCC1 di(piperidinyl)-(diethylamino)phosphonium bromide